N-[1-(3-chloropyrazin-2-yl)ethyl]-5,7-difluoro-1,2-benzisoxazol-3-amine ClC=1C(=NC=CN1)C(C)NC1=NOC2=C1C=C(C=C2F)F